CSC1=NC=C(C(=N1)C1=CC=2C(=NC(=CC2)C#N)N1S(=O)(=O)C1=CC=CC=C1)C(F)(F)F (2-methylsulfanyl-5-trifluoromethyl-pyrimidin-4-yl)-1-(benzenesulfonyl)-1H-pyrrolo[2,3-b]Pyridine-6-carbonitrile